ClC1=C(C=2CC3(N(C2C=C1F)CCN=C3)C3=CC(=CC=C3)Cl)B3OC(C(O3)(C)C)(C)C 8-Chloro-10a-(3-chlorophenyl)-7-fluoro-9-(4,4,5,5-tetramethyl-1,3,2-dioxaborolan-2-yl)-3,4,10,10a-tetrahydropyrazino[1,2-a]indole